2-[3-ethylsulfonyl-2-[5-oxo-3-(trifluoromethyl)-7H-pyrrolo[3,4-b]pyridin-6-yl]imidazo[1,2-a]pyridin-6-yl]-2-methyl-propanenitrile C(C)S(=O)(=O)C1=C(N=C2N1C=C(C=C2)C(C#N)(C)C)N2CC1=NC=C(C=C1C2=O)C(F)(F)F